The molecule is a prostaglandin E derivative that is prostaglandin E2 in which one of the methyl hydrogens at position 20 has been replaced by a hydroxy group. It is a prostaglandins E, a secondary allylic alcohol, a primary alcohol and a triol. It derives from a prostaglandin E2. It is a conjugate acid of a 20-hydroxyprostaglandin E2(1-). C1[C@H]([C@@H]([C@H](C1=O)C/C=C\\CCCC(=O)O)/C=C/[C@H](CCCCCO)O)O